N-((3-(4-(trifluoromethyl)phenyl)imidazo[1,2-a]pyrimidin-2-yl)methyl)acrylamide FC(C1=CC=C(C=C1)C1=C(N=C2N1C=CC=N2)CNC(C=C)=O)(F)F